di(2,4,6-trichlorophenyl) oxalate C(C(=O)OC1=C(C=C(C=C1Cl)Cl)Cl)(=O)OC1=C(C=C(C=C1Cl)Cl)Cl